ClC1=NC=C(C(=C1)C1=C(C=NC(=C1)C)C(=O)NC=1SC2=C(N1)CN(C2)C(=O)C2=CC=NN2CC(F)(F)F)OC 2'-chloro-5'-methoxy-6-methyl-N-{5-[1-(2,2,2-trifluoroethyl)-1H-pyrazole-5-carbonyl]-4H,5H,6H-pyrrolo[3,4-d][1,3]thiazol-2-yl}-[4,4'-bipyridine]-3-carboxamide